C(C)(=O)N1CC2=CC(=CC=C2CC1)C(CCN1CCC(CC1)C1=NOC2=C1C=CC(=C2)F)=O 1-(2-Acetyl-1,2,3,4-tetrahydroisoquinolin-7-yl)-3-(4-(6-fluorobenzo[d]isoxazol-3-yl)piperidin-1-yl)propan-1-one